2-(4-(2-ethyl-2-((tetrahydro-2H-pyran-2-yl)oxy)butoxy)pyridin-2-yl)-6,7-dihydro-5H-cyclopenta[d]pyrimidin-4-ol C(C)C(COC1=CC(=NC=C1)C=1N=C(C2=C(N1)CCC2)O)(CC)OC2OCCCC2